methyl (R)-3'-((2-aminoethyl)carbamoyl)-4'-(4-(2-chloro-4-(trifluoromethyl)benzoyl)-2-ethylpiperazin-1-yl)-[1,1'-biphenyl]-2-carboxylate NCCNC(=O)C=1C=C(C=CC1N1[C@@H](CN(CC1)C(C1=C(C=C(C=C1)C(F)(F)F)Cl)=O)CC)C=1C(=CC=CC1)C(=O)OC